CC1=NN2C(C(N(C=3C(=CC=CC23)N)C)([2H])[2H])=C1 2,5-dimethyl-4,5-dihydropyrazolo[1,5-a]quinoxaline-4,4-d2-6-amine